4-(6-(2,5-dioxo-2,5-dihydro-1H-pyrrol-1-yl)hexanoyl)-1,1-di(prop-2-yn-1-yl)piperazin-1-ium bromide [Br-].O=C1N(C(C=C1)=O)CCCCCC(=O)N1CC[N+](CC1)(CC#C)CC#C